(3-amino-5-methyl-4,5,6,7-tetrahydropyrazolo[4,3-c]pyridin-2-yl)(2-methyl-1H-indol-4-yl)methanone NC=1N(N=C2C1CN(CC2)C)C(=O)C2=C1C=C(NC1=CC=C2)C